C1(CC1)C1=NC=NC(=C1C=1C=C2C(=CN1)NN=C2)OC 5-(4-cyclopropyl-6-methoxypyrimidin-5-yl)-1H-pyrazolo[3,4-c]pyridine